N-[(propoxy)carbonyl]methyl-D-leucyl-L-prolyl-{4-[N'-(hexyloxycarbonyl)carbamimidoyl]benzyl}amide hydrochloride Cl.C(CC)OC(=O)CN[C@H](CC(C)C)C(=O)N1[C@@H](CCC1)C(=O)[N-]CC1=CC=C(C=C1)C(N)=NC(=O)OCCCCCC